ClC1=C(C=CC=C1)C=1C=CC=CC1 chloro-1,3'-biphenyl